O=C1OCCN1C1CCC=2C(=CC=CC12)C#N 1-(2-oxo-oxazolidine-3-yl)-2,3-dihydro-1H-indene-4-carbonitrile